NC1=CC=C(C=C1)C1=NN(C2=NC=NC(=C21)N)CC(F)F 3-(4-Aminophenyl)-1-(2,2-difluoroethyl)-1H-pyrazolo[3,4-d]pyrimidin-4-ylamine